C1(CCCCCC1)CN1C(=NC2=C1C=CC(=C2)C(=O)N)CC2=CC(=CC=C2)O (cycloheptylmethyl)-2-[(3-hydroxyphenyl)methyl]-1H-benzimidazole-5-carboxamide